ClC1=CC=C(C=C1)C=1C=C(C(N(N1)C=1C=NC=CC1)=O)C(=O)N[C@@H](CF)CO (+)-6-(4-chlorophenyl)-N-[(2R)-1-fluoro-3-hydroxypropan-2-yl]-3-oxo-2-(pyridin-3-yl)-2,3-dihydropyridazine-4-carboxamide